ClC1=CC(=CC=C1)C#CC(=C)C(F)(F)F 1-chloro-3-(3-(trifluoromethyl)but-3-en-1-yn-1-yl)benzene